(±)-sec-butylhydrazine hydrochloride Cl.[C@@H](C)(CC)NN |r|